CC1(CCCC1)CN 1-(1-methylcyclopentyl)methylamine